3-(4-methylpiperazin-1-yl)quinoxaline-5-carbonitrile CN1CCN(CC1)C=1C=NC=2C=CC=C(C2N1)C#N